FC(C1=CC=C(C=C1)C=1C=2N(C=C(N1)N1C(CCC1)CO)C=CN2)(F)F (1-(8-(4-(trifluoromethyl)phenyl)imidazo[1,2-a]pyrazin-6-yl)pyrrolidin-2-yl)methanol